Exo-7-[(2S,6R)-2-[[(1S,5R)-3-amino-8-azabicyclo[3.2.1]octan-8-yl]methyl]-6-methyl-morpholin-4-yl]-1,3-benzothiazole-4-carbonitrile NC1C[C@@H]2CC[C@H](C1)N2C[C@H]2CN(C[C@H](O2)C)C=2C=CC(=C1N=CSC12)C#N